ethyl [1,1'-biphenyl]-2-ylglycinate C1(=C(C=CC=C1)NCC(=O)OCC)C1=CC=CC=C1